N[C@H]1C[C@@H](C[C@H]1O)C(=O)N[C@@H](C12CCC(CC1)(C2)F)C2=C(C(=CC=C2F)Cl)Cl (1S,3S,4R)-3-amino-N-((S)-(2,3-dichloro-6-fluorophenyl)(4-fluorobicyclo[2.2.1]heptan-1-yl)methyl)-4-hydroxycyclopentane-1-carboxamide